6-methoxy-N-(5-silaspiro[4.5]decan-8-yl)-1H-pyrrolo[2,3-b]pyridine-2-carboxamide COC1=CC=C2C(=N1)NC(=C2)C(=O)NC2CC[Si]1(CCCC1)CC2